Non-6-en-6-yl acetate C(C)(=O)OC(CCCCC)=CCC